disuccinimide suberate sodium salt [Na+].C(CCCCCCC(=O)[O-])(=O)[O-].C1(CCC(N1)=O)=O.C1(CCC(N1)=O)=O.[Na+]